(3-(Tert-Butoxycarbonyl)-3-azabicyclo[3.1.0]hexane-2-yl)boronic acid C(C)(C)(C)OC(=O)N1C(C2CC2C1)B(O)O